FC1=CC=CC=2NC(=NC21)CNC=2C=1N(N=C(C2)N2CCOCC2)C(=CN1)C=1C=NN(C1)C(C)C N-((4-fluoro-1H-benzo[d]imidazol-2-yl)methyl)-3-(1-isopropyl-1H-pyrazol-4-yl)-6-morpholinoimidazo[1,2-b]pyridazin-8-amine